4-(1-naphthyl)phenylboronic acid C1(=CC=CC2=CC=CC=C12)C1=CC=C(C=C1)B(O)O